[2-[(1-iminoethyl)amino]ethyl]-2-methyl-L-cysteine N=C(C)NCCN[C@@](CS)(C(=O)O)C